6-acetyl-3-methyl-4H-chromen-4-one C(C)(=O)C=1C=C2C(C(=COC2=CC1)C)=O